C(C)(C)(C)OC(=O)N1CC(C1)N(CC1=C(C=C(C=C1)C(F)(F)F)F)C1CC1 3-[cyclopropyl-[2-fluoro-4-(trifluoromethyl)benzyl]amino]azetidine-1-carboxylic acid tert-butyl ester